N1(CCNCC1)C1=NC=CC(=N1)NC1=CC=C(C=C1)C=1N=C(SC1)N 4-(4-((2-(piperazin-1-yl)pyrimidin-4-yl)amino)phenyl)thiazol-2-amine